1-((1S,3R)-3-((5-cyano-4-(1-isopropyl-1H-pyrazol-4-yl)pyrimidin-2-yl)amino)cyclohexyl)-1H-imidazo[4,5-c]pyridine-7-carbonitrile C(#N)C=1C(=NC(=NC1)N[C@H]1C[C@H](CCC1)N1C=NC=2C=NC=C(C21)C#N)C=2C=NN(C2)C(C)C